[I-].[Eu+3].[I-].[I-] europium(III) iodide